O=C1NC(CCC1NC1=CC=C(CN2CCN(CC2)C2=C(C=C(C=C2)NC(C2=CC(=C(C=C2)C)C#CC2=CN=C3N2N=CC=C3)=O)C(F)(F)F)C=C1)=O N-(4-(4-(4-((2,6-dioxopiperidin-3-yl)amino)benzyl)piperazin-1-yl)-3-(trifluoromethyl)phenyl)-3-(imidazo[1,2-b]pyridazin-3-ylethynyl)-4-methylbenzamide